(S)-2-(4-(6-((4-chloro-2-fluorobenzyl)oxy)pyridin-2-yl)-3-fluorobenzyl)-3-(oxetan-2-ylmethyl)-3H-imidazo[4,5-b]pyridine-5-carboxylic acid ClC1=CC(=C(COC2=CC=CC(=N2)C2=C(C=C(CC3=NC=4C(=NC(=CC4)C(=O)O)N3C[C@H]3OCC3)C=C2)F)C=C1)F